IC(C(=O)[O-])(C(=O)[O-])I.C(C)[N+](C)(CC)CC.C(C)[N+](CC)(CC)C triethylmethyl-ammonium diiodomalonate